CNC=1C=2N=CN([C@H]3[C@H](O)[C@H](O)[C@@H](CO)O3)C2N=CN1 N-methyl-adenosine